OC=1C=C(C=C(C1)OC(F)(F)F)C1CCC(CC1)OC[C@@H]1N[C@@H](C[C@@H]1N(S(=O)(=O)C)CC1=CC=C(C=C1)OC)C N-((2R,3S,5R)-2-(((4-(3-hydroxy-5-(trifluoromethoxy)phenyl)cyclohexyl)oxy)methyl)-5-methylpyrrolidin-3-yl)-N-(4-methoxybenzyl)methanesulfonamide